1-[(S)-2-Hydroxy-1-(3-trifluoromethyl-phenyl)-ethyl]-3-spiro[3.3]hept-2-yl-urea OC[C@H](C1=CC(=CC=C1)C(F)(F)F)NC(=O)NC1CC2(C1)CCC2